Oxetan-2-ylmethanamine hydrochloride Cl.O1C(CC1)CN